2-((3,4-Dihydroisoquinolin-2(1H)-yl)methyl)-5-((2-((4-fluorophenyl)sulfonyl)-2-azaspiro[3.3]heptan-6-yl)methoxy)-4H-pyran-4-one C1N(CCC2=CC=CC=C12)CC=1OC=C(C(C1)=O)OCC1CC2(CN(C2)S(=O)(=O)C2=CC=C(C=C2)F)C1